dihydro-1H-pyrrolo[1,2-a]benzimidazole C1CCC2=NC3=C(N21)C=CC=C3